N-hexadecyl-2-methyl-3-benzyloxypyridine-4-one C(CCCCCCCCCCCCCCC)N1C(=C(C(C=C1)=O)OCC1=CC=CC=C1)C